[(3aR,7aR)-octahydro-1H-pyrrolo[3,4-c]pyridin-2-yl]-2-(trifluoromethyl)pyridine hydrochloride Cl.C1N(C[C@H]2CNCC[C@H]21)C=2C(=NC=CC2)C(F)(F)F